ClC1=C(C=C(C=C1OC)B1OC(C(O1)(C)C)(C)C)CO [2-chloro-3-methoxy-5-(4,4,5,5-tetramethyl-1,3,2-dioxaborolan-2-yl)phenyl]methanol